2-(4-Bromo-2-methoxy-phenyl)acetic acid BrC1=CC(=C(C=C1)CC(=O)O)OC